C(C)(C)(C)C=1C=CC(=C(C1)S(=O)(=O)NC(=O)C=1C=C2C=CN(C2=CC1)CC#N)OC N-((5-(tert-butyl)-2-methoxyphenyl)sulfonyl)-1-(cyanomethyl)-1H-indole-5-carboxamide